2-[(2S,4R)-4-hydroxy-1-[2-(3-methoxy-1,2-oxazol-5-yl)-3-methylbutyryl]pyrrolidin-2-yl]-N-methyl-N-[(4-phenyl-1,3-thiazol-2-yl)methyl]-1H-imidazole-4-carboxamide O[C@@H]1C[C@H](N(C1)C(C(C(C)C)C1=CC(=NO1)OC)=O)C=1NC=C(N1)C(=O)N(CC=1SC=C(N1)C1=CC=CC=C1)C